FC=1C=C(C=CC1)[C@H]([C@H]1CNC2=C(N1)N=CC=C2)NCCC2=CC=C(C=C2)CC(=O)O 2-(4-(2-(((R)-(3-fluorophenyl)((R)-1,2,3,4-tetrahydropyrido[2,3-b]pyrazin-3-yl)methyl)amino)ethyl)phenyl)acetic acid